C(C)(C)(C)OC(=O)N1C[C@H]2[C@H](C1)COC2 |o1:9,10| rel-trans-(3ar,6ar)-5-(tert-butoxycarbonyl)tetrahydro-1H-furo[3,4-c]pyrrole